(4aR,8aS)-6-[6-[[3-(trifluoromethyl)-1,2,4-oxadiazol-5-yl]methyl]-2-azaspiro[3.3]heptane-2-carbonyl]-4,4a,5,7,8,8a-hexahydropyrido[4,3-b][1,4]oxazin-3-one FC(C1=NOC(=N1)CC1CC2(CN(C2)C(=O)N2C[C@@H]3[C@@H](OCC(N3)=O)CC2)C1)(F)F